ClC=1C=C(C(=NC1)N1C([C@@](N(C(C1)=O)CC1=CC=C(C=C1)C(F)(F)F)(C)CNC(C)=O)=O)F (R)-N-((4-(5-chloro-3-fluoropyridin-2-yl)-2-methyl-3,6-dioxo-1-(4-(trifluoromethyl)benzyl)-piperazin-2-yl)methyl)-acetamide